(5,6,7,8-tetrahydroimidazo[1,2-a]pyridin-3-yl)methanone N=1C=C(N2C1CCCC2)C=O